P-(4-(5-(chlorodifluoromethyl)-1,2,4-oxadiazol-3-yl)-2-fluorophenyl)-P-methyl-N-(pyridin-3-yl)phosphinic amide ClC(C1=NC(=NO1)C1=CC(=C(C=C1)P(NC=1C=NC=CC1)(=O)C)F)(F)F